FC1=C(C=CC=C1)[C@H](C)OC1=C(C#N)C(=CC=C1)NC1=NC(=NC=C1O)NC1=CC=C(C=C1)N1CCNCC1 (S)-2-(1-(2-fluorophenyl)ethoxy)-6-((5-hydroxy-2-((4-(piperazin-1-yl)phenyl)amino)pyrimidin-4-yl)amino)benzonitrile